N-(3-((dimethylamino)methyl)benzyl)-2-(((1R,2S,5R)-2-isopropyl-5-methylcyclohexyl)oxy)-N-methylacetamide hydrochloride Cl.CN(C)CC=1C=C(CN(C(CO[C@H]2[C@@H](CC[C@H](C2)C)C(C)C)=O)C)C=CC1